1-hydroxy-3-methyl-3H-2,1-benzoxaborol-6-amine OB1OC(C2=C1C=C(C=C2)N)C